ClC=1C=C(C=CC1)[C@@H](CN1C[C@H](CCC1)COC1=CC=C(C=C1)S(=O)(=O)C)OC |o1:7| (S)-1-((S) or (R)-2-(3-chlorophenyl)-2-methoxyethyl)-3-((4-(methylsulfonyl)phenoxy)methyl)piperidine